COC1=C2C=C(NC2=CC=C1)C(=O)N1CC2=CC=CC=C2CC1C(=O)N 2-(4-methoxy-1H-indole-2-carbonyl)-1,2,3,4-tetrahydroisoquinoline-3-carboxamide